tert-butyl((6-methyl-4-(methylthio)-2-oxo-1,2-dihydropyridin-3-yl) methyl) carbamate C(N)(OC(C=1C(NC(=CC1SC)C)=O)C(C)(C)C)=O